(R)-(3-Aminopiperidin-1-yl)(2-(6-fluoro-1-(4-fluorobenzyl)-1H-indol-2-yl)-3,4-dihydro-5-oxa-1,2a-diazaacenaphthylen-7-yl)methanone N[C@H]1CN(CCC1)C(=O)C=1C=C2OCCN3C(=NC(C1)=C32)C=3N(C2=CC(=CC=C2C3)F)CC3=CC=C(C=C3)F